4-((2-butylbenzo-[d]oxazol-6-yl)-oxy)-2-(fluoro-methylene)butan-1-amine C(CCC)C=1OC2=C(N1)C=CC(=C2)OCCC(CN)=CF